methyl 1-[(4S)-2-[(3-bromo-2-chloro-phenyl)carbamoyl]-4,5,6,7-tetrahydropyrazolo[1,5-a]pyridin-4-yl]piperidine-4-carboxylate BrC=1C(=C(C=CC1)NC(=O)C1=NN2C([C@H](CCC2)N2CCC(CC2)C(=O)OC)=C1)Cl